FC1=C(C=CC=C1)C1NC2=CC=CC=C2C(N1CCCCC(=O)NO)=O 5-(2-(2-fluorophenyl)-4-oxo-1,4-dihydroquinazolin-3(2H)-yl)-N-hydroxyvaleramide